(S)-2-((3-chloropropyl)sulfonyl)-3-phenylisoxazolidine ClCCCS(=O)(=O)N1OCC[C@H]1C1=CC=CC=C1